FC1(CCNCC1)CN1CCN(CC1)C1=NC=CC(=C1)C=1NN=C2C=CC(=CC12)OC1(CC1)C 3-[2-[4-[(4-fluoro-4-piperidyl)methyl]piperazin-1-yl]-4-pyridyl]-5-(1-methylcyclopropoxy)-2H-indazole